NC=1C(N(C=CN1)CC1=C(C=C2[C@](NC(NC2=C1F)=O)(C(F)(F)F)C#CC1CC1)F)=O (S)-7-((3-amino-2-oxopyrazin-1(2H)-yl)methyl)-4-(cyclopropylethynyl)-6,8-difluoro-4-(trifluoromethyl)-3,4-dihydroquinazolin-2(1H)-one